N-(4-(sec-butyl)phenyl)-1-((1-methyl-1H-pyrrol-3-yl)sulfonyl)piperidine-4-carboxamide C(C)(CC)C1=CC=C(C=C1)NC(=O)C1CCN(CC1)S(=O)(=O)C1=CN(C=C1)C